CC1O[Al](CCC1)CC(C)C methyl-isobutyl-alumoxane